5-acetyl-2-chloro-4-methylthiophene C(C)(=O)C1=C(C=C(S1)Cl)C